O=C(C(=O)OC)CC(=O)OC Dimethyl 2-oxosuccinate